N-(4-(4-(3-oxabicyclo[4.1.0]heptan-6-yl)-7H-pyrrolo[2,3-d]pyrimidin-6-yl)phenyl)-4-(((R)-3-acrylamidopiperidin-1-yl)methyl)picolinamide C12COCCC2(C1)C=1C2=C(N=CN1)NC(=C2)C2=CC=C(C=C2)NC(C2=NC=CC(=C2)CN2C[C@@H](CCC2)NC(C=C)=O)=O